COC1=CC=C(C=NC2=CC=CC=C2)C=C1 N-(p-methoxybenzylidene)aniline